Theophyllin N1(C)C(=O)N(C)C=2N=CNC2C1=O